N1=NN(C2=NC=CC=C21)C=2C=CC(=NC2)C(=O)N([C@H]2CNCCC2)C2=NC=CC1=CC=CC(=C21)C (R)-5-(3H-[1,2,3]triazolo[4,5-b]pyridin-3-yl)-N-(8-methylisoquinolin-1-yl)-N-(piperidin-3-yl)picolinamide